1-(5-bromo-8-fluoro-3,4-dihydro-1H-isoquinolin-2-yl)-2,2,2-trifluoroethanone BrC1=C2CCN(CC2=C(C=C1)F)C(C(F)(F)F)=O